C(C\C=C/CC)OC=C(CCCCCCCCC)C 1-(((Z)-hex-3-en-1-yl)oxy)-2-methyl-undec-1-ene